N-(1-(1-(2,4-bis(trifluoromethyl)phenyl)ethyl)-1H-pyrazol-4-yl)-2-bromothiazole-4-carboxamide FC(C1=C(C=CC(=C1)C(F)(F)F)C(C)N1N=CC(=C1)NC(=O)C=1N=C(SC1)Br)(F)F